Racemic-N-(1-(6,7-difluoro-4-oxo-3,4-dihydrophthalazin-1-yl)ethyl)-N-methyl-4H-thieno[3,2-b]pyrrole-5-carboxamide FC=1C=C2C(NN=C(C2=CC1F)[C@@H](C)N(C(=O)C1=CC2=C(N1)C=CS2)C)=O |r|